C[C@@H]1N(CCN(C1)C)[C@@H](C(=O)NC=1C=CC=C2C(=CNC12)C1=NC(=NC=C1C)NC1=C(C(=CC=C1)S(=O)(=O)C)F)CC (R)-2-((S)-2,4-dimethylpiperazin-1-yl)-N-(3-(2-((2-fluoro-3-(methylsulfonyl)phenyl)amino)-5-methylpyrimidin-4-yl)-1H-indol-7-yl)butyramide